3-(6-(aminomethyl)-1-methyl-2-carbonyl-1,2-dihydro-3H-naphtho[1,2-d]imidazol-3-yl)piperidine NCC1=C2C=CC3=C(N(C(N3C3CNCCC3)=C=O)C)C2=CC=C1